C1(CCC1)OC1=CC(NN=C1C)=O 5-cyclobutoxy-6-methylpyridazine-3(2H)-one